C1C(=NC2=C(N1)N=C(NC2=O)N)CNC3=CC=C(C=C3)C(=O)O The molecule is a pteroic acid derivative arising from formal hydrogenation of the 7,8-double bond of pteroic acid. It derives from a pteroic acid. It is a conjugate acid of a 7,8-dihydropteroate.